C(CCCCC)(=O)OCCCCCCCCCC(=O)N[C@H](C(=O)N1[C@@H](C[C@H](C1)O)C(N[C@H](C)C1=CC=C(C=C1)C1=C(N=CS1)C)=O)C(C)(C)C (10-(((S)-1-((2S,4R)-4-hydroxy-2-(((R)-1-(4-(4-methylthiazol-5-yl) phenyl) ethyl) carbamoyl) pyrrolidin-1-yl)-3,3-dimethyl-1-oxobutan-2-yl) amino)-10-oxodecyl) hexanoate